tert-Butyl N-[(1R)-1-[[4-[1-(benzenesulfonyl)pyrrolo[2,3-b]pyridin-4-yl]thiazol-2-yl]carbamoyl]-2,2-dimethyl-propyl]carbamate C1(=CC=CC=C1)S(=O)(=O)N1C=CC=2C1=NC=CC2C=2N=C(SC2)NC(=O)[C@@H](C(C)(C)C)NC(OC(C)(C)C)=O